B(O)(O)O.B(O)(O)O.B(O)(O)O.NC(=O)N urea Tris-borate